C(C)OC(=O)N(C(=S)N)CCCC ethoxycarbonyl-butyl-thiourea